COC=1C=C2C(=CC=NC2=CC1OC)OC1=CC(=C(C=C1)NC(=O)NC(C)C=1SC=CN1)OC N-[4-[(6,7-Dimethoxy-4-quinolyl)oxy]-2-methoxyphenyl]-N'-[1-(2-thiazolyl)ethyl]urea